ClC=1C=C(C=CC1C)NC=1N=C(C2=C(N1)OC(=C2C=2OC(=NN2)C(C)C2=CC=C(C=C2)CC(C)C)C)N2CCOCC2 N-(3-chloro-4-methylphenyl)-5-(5-(1-(4-isobutylphenyl)ethyl)-1,3,4-oxadiazol-2-yl)-6-methyl-4-morpholinofuro[2,3-d]pyrimidin-2-amine